N1=C(C=CC=C1)C=1N=CC2=C(N1)SC=C2C2=NC=CC=C2 2,5-Di(pyridin-2-yl)thieno[2,3-d]pyrimidin